1-(2-(2-oxa-6-azaspiro[3.3]heptan-6-yl)ethyl)-5,6-dichloro-3-(1-(2-chloro-4-fluorobenzyl)piperidin-4-yl)-1,3-dihydro-2H-benzo[d]imidazol-2-one C1OCC12CN(C2)CCN2C(N(C1=C2C=C(C(=C1)Cl)Cl)C1CCN(CC1)CC1=C(C=C(C=C1)F)Cl)=O